N-ethyl-4-{[3-(4-{[(3S,4R)-3-fluoropiperidin-4-yl]amino}-1-(2,2,2-trifluoroethyl)-1H-indol-2-yl)prop-2-yn-1-yl]amino}-3-methoxybenzamide C(C)NC(C1=CC(=C(C=C1)NCC#CC=1N(C2=CC=CC(=C2C1)N[C@H]1[C@H](CNCC1)F)CC(F)(F)F)OC)=O